CC=1C=C(C=CC1O)C1(C(NC2=CC=CC=C12)=O)C1=CC(=C(C=C1)O)C 3,3-Bis(3-methyl-4-hydroxyphenyl)-2-oxo-2,3-dihydroindole